ClC1=C(C=CC(=C1)Cl)NC1=NC=NC2=CC(=C(C=C12)OC1CCN(CC1)C(C=C)=O)OC 1-(4-((4-((2,4-Dichlorophenyl)amino)-7-methoxyquinazolin-6-yl)oxy)piperidin-1-yl)prop-2-en-1-one